methyl pyrrolidine-3-carboxylate hydrochloride Cl.N1CC(CC1)C(=O)OC